7-(4-fluorophenyl)thieno[3,4-d]Pyrimidine FC1=CC=C(C=C1)C=1SC=C2C1N=CN=C2